ClC=1C=C2C=CC(=NC2=CC1)N1C[C@H](CC1)C(=O)N[C@@H]([C@H](O)C1=CC2=C(OCCO2)C=C1)CN1CCCC1 (S)-1-(6-chloroquinolin-2-yl)-N-((1R,2R)-1-(2,3-dihydrobenzo[b][1,4]dioxin-6-yl)-1-hydroxy-3-(pyrrolidin-1-yl)propan-2-yl)pyrrolidine-3-carboxamide